{2-(1-ethoxyethoxy)ethyl}amine C(C)OC(C)OCCN